OC(C(C(=O)OC)C1CCN(CCC1)C(=O)O)C1=C(C=CC=C1)[N+](=O)[O-] 4-(1-hydroxy-3-methoxy-1-(2-nitrophenyl)-3-oxopropan-2-yl)azepane-1-carboxylic acid